C(C)(C)(C)OC(=O)NC(C)(C)C1=CC(=NC(=C1)C1=CC=C(C=C1)F)O[C@H]1[C@@H]2CN([C@@H]2C1)C(=O)OCC1=CC=CC=C1 |o1:25,26,29| benzyl rel-(1R,4R,5R)-5-((4-(2-((tert-butoxycarbonyl)amino)propan-2-yl)-6-(4-fluorophenyl)pyridin-2-yl)oxy)-2-azabicyclo[2.2.0]hexane-2-carboxylate